C(C)(=O)OC(C)C1CCCCC1 1-cyclohexyl-1-ethyl acetate